3-(3-methyl-2-oxo-5-(1-(2-(piperidin-4-yl)acetyl)piperidin-4-yl)-2,3-dihydro-1H-benzo[d]imidazol-1-yl)piperidine-2,6-dione CN1C(N(C2=C1C=C(C=C2)C2CCN(CC2)C(CC2CCNCC2)=O)C2C(NC(CC2)=O)=O)=O